3-ethyl-6,7-dihydrospiro[cyclopenta[d]pyrazolo[1,5-a]pyrimidine-5,1'-cyclopentane] C(C)C=1C=NN2C1N=C1C(=C2)CCC12CCCC2